C(C=C)N(C1=CN(C=C1I)C1=CC=CC=C1)C1=CC=CC=C1 3-[allyl-(phenyl)amino]-4-iodo-1-phenyl-1H-pyrrole